4-(((R)-1-(3,5-difluorophenyl)ethyl)amino)-2-(2,6-dioxopiperidin-3-yl)isoindoline-1,3-dione FC=1C=C(C=C(C1)F)[C@@H](C)NC1=C2C(N(C(C2=CC=C1)=O)C1C(NC(CC1)=O)=O)=O